8-(1-(2,2-difluoroethyl)-1H-pyrazolo[3,4-b]pyrazin-6-yl)-2-((3-fluoro-2-(trifluoromethyl)pyridin-4-yl)methyl)-2,8-diazaspiro[4.5]decan-3-one FC(CN1N=CC=2C1=NC(=CN2)N2CCC1(CC(N(C1)CC1=C(C(=NC=C1)C(F)(F)F)F)=O)CC2)F